4-(2-(3-(2-cyclopropyl-1H-imidazol-1-yl)phenoxy)ethoxy)-3-fluorobenzonitrile C1(CC1)C=1N(C=CN1)C=1C=C(OCCOC2=C(C=C(C#N)C=C2)F)C=CC1